5-((4-fluorophenyl)amino)-3-(1H-indol-4-yl)pyridin-2(1H)-one FC1=CC=C(C=C1)NC=1C=C(C(NC1)=O)C1=C2C=CNC2=CC=C1